ClC1=NC=C(C=N1)CC(=O)[O-] 2-(2-Chloropyrimidin-5-yl)acetate